ClC1=CC=C(O[C@H](C(=O)NOCC(N2CCCC2)=O)C)C=C1 (2S)-2-(4-chlorophenoxy)-N-[2-oxo-2-(pyrrolidin-1-yl)ethoxy]propanamide